2-bromo-9-(4-butoxyphenyl)-9-fluorenol BrC1=CC=2C(C3=CC=CC=C3C2C=C1)(O)C1=CC=C(C=C1)OCCCC